OCN1C=C([C@H]2[C@H](O)[C@H](O)[C@@H](CO)O2)C(NC1=O)=O N1-hydroxymethylpseudouridine